C1=CN=C2N=NNC2=C1N 8-azadeazaadenine